ClC=1C=C(C=C(C1)Cl)NC([C@H](C1=CC=C(C=C1)C=1N=NN(N1)C)[C@@H]1CC(CC1)(F)F)=O (S)-N-(3,5-Dichlorophenyl)-2-((S)-3,3-difluorocyclopentyl)-2-(4-(2-methyl-2H-tetrazol-5-yl)phenyl)acetamide